C(#N)C1=C(C=C(C=C1F)C(C)C)C(C(=O)O)N1C[C@@H](CC1)N(CCCCCC1=NC=2NCCCC2C=C1)C 2-(2-cyano-3-fluoro-5-isopropylphenyl)-2-((R)-3-(methyl-(5-(5,6,7,8-tetrahydro-1,8-naphthyridin-2-yl)pentyl)amino)pyrrolidin-1-yl)acetic acid